(S)-7-(3-((2-(3,4-dimethoxyphenoxy)ethyl)amino)-2-hydroxypropoxy)-3,4-dihydroquinolin-2(1H)-one COC=1C=C(OCCNC[C@@H](COC2=CC=C3CCC(NC3=C2)=O)O)C=CC1OC